C(C)(C)(C)C=1SC(=CN1)C(=O)NCC1=C(C=C(C=C1)C1=CN=NC(=C1)O)C 2-(tert-butyl)-N-(4-(6-hydroxypyridazin-4-yl)-2-methylbenzyl)thiazole-5-carboxamide